C1(CC1)C([C@H](NC(=O)C1=CC=NN1CC)C=1N=C2N(N=C(C=C2)CC2(C(NCCC2)=O)C(=O)O)C1)C1CC1 3-((2-((S)-2,2-dicyclopropyl-1-(1-ethyl-1H-pyrazole-5-carboxamido)ethyl)imidazo[1,2-b]pyridazin-6-yl)methyl)-2-oxopiperidine-3-carboxylic acid